3,6-dibromo-1,8-naphthalenedicarboxylic anhydride BrC=1C=C2C3=C(C=C(C=C3C1)Br)C(=O)OC2=O